O-(1-(5-acetylpyridin-2-yl) cyclobutyl) S-methyl carbonodithioate C(OC1(CCC1)C1=NC=C(C=C1)C(C)=O)(=S)SC